C[Si](OCCCCCCCCCCC[Si](OCC)(OCC)OCC)(C)C (trimethylsiloxy)undecyltriethoxysilane